O=C1NC(CCC1NC(=O)C1=CC=CC(=N1)/C=C/CCNC(OC(C)(C)C)=O)=O tert-butyl (E)-(4-(6-((2,6-dioxopiperidin-3-yl)carbamoyl)pyridin-2-yl)but-3-en-1-yl)carbamate